FC1=CC=C(C=C1)CCCCN1CN(C2=C1C=CC=C2)C2CCN(CC2)CCCCC2=CC=C(C=C2)F 1-(4-(4-fluorophenyl)butyl)-3-(1-(4-(4-fluorophenyl)butyl)piperidin-4-yl)-1H-benzo[d]imidazole